C1(CCCCC1)C#CC=1C(=C(C(=CC1)O)N1CC(NS1(=O)=O)=O)F 5-(3-(cyclohexylethynyl)-2-fluoro-6-hydroxyphenyl)-1,2,5-thiadiazolidin-3-one 1,1-dioxide